C(C)OC(=O)C1=CC2=C(N=C(S2)N2CCC3(OCC(O3)C=3C(=NOC3C3CC3)C3=C(C=CC=C3Cl)Cl)CC2)C(=C1)F (2-(5-cyclopropyl-3-(2,6-dichlorophenyl)isoxazol-4-yl)-1,4-dioxa-8-azaspiro[4.5]dec-8-yl)-4-fluorobenzo[d]thiazole-6-carboxylic acid ethyl ester